(±)-Allyl 4-[2-allyloxy-1-[4-(3-aminooxetan-3-yl)phenyl]-2-oxo-ethyl]piperidine-1-carboxylate C(C=C)OC([C@@H](C1=CC=C(C=C1)C1(COC1)N)C1CCN(CC1)C(=O)OCC=C)=O |r|